[Na].[Ni].BrC1=NC=C(N=C1)C=1C=NC=CC1 2-bromo-5-(pyridin-3-yl)pyrazin nickel-sodium